2-((4-(2-(4-cyano-2-fluorophenyl)-4-fluoro-2H-chromene-8-yl)piperidin-1-yl)methyl)-1-(((S)-Oxetan-2-yl)methyl)-1H-benzo[d]imidazole-6-carboxylic acid C(#N)C1=CC(=C(C=C1)C1OC2=C(C=CC=C2C(=C1)F)C1CCN(CC1)CC1=NC2=C(N1C[C@H]1OCC1)C=C(C=C2)C(=O)O)F